C(C)(=O)OC(=CC1C2=CC=CC=C2OC=2C=CC=CC12)C1=CC=C(C=C1)OC 1-(4-methoxyphenyl)-2-(9H-xanthen-9-yl)vinyl acetate